ClC1=C(C=C(C=C1)[Si](C)(C)C)CC1=CC=C(C=C1)OC1COCC1 (4-chloro-3-(4-((tetrahydrofuran-3-yl)oxy)benzyl)phenyl)trimethylsilane